P(=O)(O)(O)OCCCCCCCCCCCC monododecyl alcohol phosphate